2-((((9H-Fluoren-9-yl)methoxy)carbonyl)(methyl)amino)-4-(4-methoxy-3-(methylcarbamoyl)phenyl)butanoic acid C1=CC=CC=2C3=CC=CC=C3C(C12)COC(=O)N(C(C(=O)O)CCC1=CC(=C(C=C1)OC)C(NC)=O)C